4-(4-aminophenoxy)-N-methylpyridineamide NC1=CC=C(OC2=CC(=NC=C2)C(=O)NC)C=C1